BrC=1C=2N(C=CC1)C=C(N2)CN2CC(C2)O 1-((8-bromoimidazo[1,2-a]pyridin-2-yl)methyl)azetidin-3-ol